2-((1-(3-chloro-2-fluorophenyl)-3,3,3-trifluoropropyl)(cyclopropyl)amino)acetamide ClC=1C(=C(C=CC1)C(CC(F)(F)F)N(CC(=O)N)C1CC1)F